C(#N)C1=C(OC=2C=C3C(N(C=NC3=CC2)[C@H]2CS(C3(C2)CCNCC3)(=O)=O)=O)C(=CC=C1NS(N(C)CC)(=O)=O)F (3R)-3-[6-[2-cyano-3-[[ethyl(methyl)sulfamoyl]amino]-6-fluoro-phenoxy]-4-oxo-quinazolin-3-yl]-1,1-dioxo-1-thia-8-azaspiro[4.5]decane